C=1N=NC2=NC(C=3C=CC=CC3C21)=O 5H-pyrazolo[3,4-c]isoquinolin-5-one